(E)-6-chloro-4-cyclopropyl-3-(3-(4-methoxyphenyl)propenoyl)quinolin-2(1H)-one ClC=1C=C2C(=C(C(NC2=CC1)=O)C(\C=C\C1=CC=C(C=C1)OC)=O)C1CC1